C1(CCCCC1)CNCCN1C2CC(CC1CC2)C2=C(C=CC=C2)O 8-[2-(cyclohexylmethylamino)-ethyl]-8-azabicyclo[3.2.1]oct-3-yl-phenol